2,4-dihydroxy-3-methoxybenzaldehyde OC1=C(C=O)C=CC(=C1OC)O